[Br-].C(C=C)N1C=[N+](C=C1)CC=C 1,3-diallyl-imidazolium bromide